4-((S)-4-propenoyl-2-methylpiperazin-1-yl)-6-chloro-7-(2-fluoro-6-hydroxyphenyl)-1-(2-isopropyl-4-(methylsulfonyl)pyridin-3-yl)pyrido[2,3-d]pyrimidin-2(1H)-one C(C=C)(=O)N1C[C@@H](N(CC1)C=1C2=C(N(C(N1)=O)C=1C(=NC=CC1S(=O)(=O)C)C(C)C)N=C(C(=C2)Cl)C2=C(C=CC=C2O)F)C